Cl.C(C)(=O)ON1N=CC=2C1=NC(=CC2)N2CCC(CC2)C [6-(4-methylpiperidin-1-yl)-1H-pyrazolo[3,4-b]pyridin-1-yl] acetate hydrochloride